Cl.N1=CN=C(C2=C1NC=C2)NC2=CC(=C1C(NC3(N(C1=C2)C)CCC3)=O)C 7'-((7H-pyrrolo[2,3-d]pyrimidin-4-yl)amino)-1',5'-dimethyl-1'H-spiro[cyclobutane-1,2'-quinazoline]-4'(3'H)-one hydrochloride